C(C)OC(CCC[O-])(OCC)OCC.[Zr+4].C(C)OC(CCC[O-])(OCC)OCC.C(C)OC(CCC[O-])(OCC)OCC.C(C)OC(CCC[O-])(OCC)OCC Zirconium triethoxyn-butoxide